[Cl-].[Cl-].C[Si](=[Zr+2](C1C=CC=C1)C=1C=C(C=2C1SCC2C=2OC(=CC2)C)C)C dimethylsilylene(3-(5-methyl-2-furyl)-4-methyl-cyclopenta[2,3-b]thiophen-6-yl)(cyclopentadienyl)zirconium dichloride